NC1=C(C=C(C2=CC=CC=C12)S(=O)(=O)O)N=NC=1C=NC(=CC1)C1=CC(=CC=C1)C#N 4-amino-3-[6-(3-cyanophenyl)pyridin-3-ylazo]naphthalene-1-sulfonic acid